9,10-dihydroxyoctadecanedioic acid OC(CCCCCCCC(=O)O)C(CCCCCCCC(=O)O)O